tert-butyl (1R,5S,6S)-6-(methoxymethoxy)-1,5-dimethyl-3,8-diazabicyclo[3.2.1]octane-8-carboxylate COCO[C@@H]1[C@@]2(CNC[C@@](C1)(N2C(=O)OC(C)(C)C)C)C